2-methoxy-5-((triisopropylsilyl)oxy)nicotinaldehyde COC1=C(C=O)C=C(C=N1)O[Si](C(C)C)(C(C)C)C(C)C